FC=1C(=C(C=O)C=CC1)C(C)F 3-fluoro-2-(1-fluoroethyl)benzaldehyde